N3-((S)-1-(3,5-dimethoxyphenyl)ethyl)-1-((S)-pyrrolidin-3-yl)-1H-pyrazolo[3,4-d]pyrimidine-3,4-diamine COC=1C=C(C=C(C1)OC)[C@H](C)NC1=NN(C2=NC=NC(=C21)N)[C@@H]2CNCC2